6-(4-bromo-1-methyl-1H-pyrazol-3-yl)-3-chloro-2-methylpyridine BrC=1C(=NN(C1)C)C1=CC=C(C(=N1)C)Cl